CN1CCN(CC1)C1=C(C=O)C=C(C=C1)[N+](=O)[O-] 2-(4-methylpiperazin-1-yl)-5-nitrobenzaldehyde